ClC1=C2CC(CC2=CC=C1Cl)NC=1C=CC(=NC1)[C@@H](C(F)(F)F)N(C(=O)C1CS(CC1)(=O)=O)C N-((1S)-1-(5-((4,5-Dichloro-2,3-dihydro-1H-inden-2-yl)amino)pyridin-2-yl)-2,2,2-trifluoroethyl)-N-methyltetrahydrothiophene-3-carboxamide 1,1-dioxide